4-{[(6-Chloropyridin-3-yl)methyl](2-Fluorobenzyl)amino}furan ClC1=CC=C(C=N1)CN(C=1C=COC1)CC1=C(C=CC=C1)F